6-(trifluoromethyl)oxane FC(C1CCCCO1)(F)F